C(CCC)N(C1=C(C=NC2=CC=C(C=C12)OC(F)(F)F)S(=O)(=O)C1=CC=C(C=C1)CC)CCCC N,N-dibutyl-3-((4-ethylphenyl)sulfonyl)-6-(trifluoromethoxy)quinolin-4-amine